BrC1(C(N=C(C2=CC=CC=C12)C=1C(=NC=CC1)Cl)(C)C)Br 4,4-dibromo-1-(2-chloro-3-pyridinyl)-3,3-dimethyl-isoquinoline